(3S)-3-[4-[3-(methylaminomethyl)azetidin-1-yl]indolin-1-yl]piperidine-2,6-dione CNCC1CN(C1)C1=C2CCN(C2=CC=C1)[C@@H]1C(NC(CC1)=O)=O